3-[(2-chlorothiazol-5-yl)methyl]-5-methyl-N-nitro-1,3,5-oxadiazinan-4-imine ClC=1SC(=CN1)CN1COCN(C1=N[N+](=O)[O-])C